OCC[N+](CC(COCCCCCCCCCCCCCC)OCCCCCCCCCCCCCC)(C)C N-(2-hydroxyethyl)-N,N-dimethyl-2,3-bis(tetradecyloxy)-1-propanaminium